N[C@@H]1[C@@H](OCC12CCN(CC2)C=2NC(C1=C(N2)NN=C1C1(CC1)C=1SC=CN1)=O)C 6-((3S,4S)-4-amino-3-methyl-2-oxa-8-azaspiro[4.5]decan-8-yl)-3-(1-(thiazol-2-yl)cyclopropyl)-1,5-dihydro-4H-pyrazolo[3,4-d]pyrimidin-4-one